7-{[3-(2,3-dichloro-6-fluorophenyl)pyrrolidin-3-yl]amino}-2-methyl-3,4-dihydroisoquinolin-1-one hydrochloride Cl.ClC1=C(C(=CC=C1Cl)F)C1(CNCC1)NC1=CC=C2CCN(C(C2=C1)=O)C